Titanium dioxide fluoride [F-].[O-2].[O-2].[Ti+4]